(1S)-1-[3-(2-methyl-4-pyridinyl)-1,2,4-oxadiazol-5-yl]Propan-1-amine CC1=NC=CC(=C1)C1=NOC(=N1)[C@H](CC)N